3,3-difluoro-2-(4-fluorophenyl)pent-4-en-2-ol FC(C(C)(O)C1=CC=C(C=C1)F)(C=C)F